{3-[(1,3-benzothiazol-2-yl)amino]-4-cyclopropyl-5H,6H,7H-pyrrolo[2,3-c]Pyridazin-7-yl}-1,3-thiazole-4-carboxylic acid ethyl ester C(C)OC(=O)C=1N=C(SC1)N1CCC2=C1N=NC(=C2C2CC2)NC=2SC1=C(N2)C=CC=C1